(cis)-5-((5-(3-((4-(tert-butyl)-4H-1,2,4-triazol-3-yl)oxy)cyclopentyl)-1H-pyrazol-3-yl)amino)-4-fluoro-2,3-dihydrobenzo[d]isothiazole 1,1-dioxide C(C)(C)(C)N1C(=NN=C1)O[C@H]1C[C@H](CC1)C1=CC(=NN1)NC=1C=CC2=C(CNS2(=O)=O)C1F